FCCNC(=O)C1=C(C=CC=C1)SC1=CC=C2C(=NN(C2=C1)C(=O)O)I 6-((2-((2-fluoroethyl)carbamoyl)phenyl)sulfanyl)-3-iodo-1H-indazole-1-carboxylic acid